C1(CCCCC1)[C@H](C(N1CCC(CC1)OC1CCNCC1)=O)NC(C1=CC(=CC=C1)C1CN(CCC1)C(CNCC1=C(C=C(C=C1)F)F)=O)=O N-[(1R)-1-cyclohexyl-2-oxo-2-[4-(4-piperidyloxy)-1-piperidyl]ethyl]-3-[1-[2-[(2,4-difluorophenyl)methylamino]acetyl]-3-piperidyl]benzamide